CS(=O)(C)=NC=1C=C(C(=NC1)C=1OC2=C(N1)C=C(C=C2)CCN=S(C(F)(F)F)=O)S(=O)(=O)CC [2-[5-[[Dimethyl(oxo)-λ6-sulfanyliden]amino]-3-ethylsulfonyl-2-pyridyl]-1,3-benzoxazol-5-yl]ethyliminooxo(trifluoromethyl)-λ6-sulfan